CC(C(O)[SiH3])(C)C Trimethyl-silylethanol